BrC=1C(=NN2C1N=CC=C2C(=O)NC2CC1=CC=CC=C1C2)COC 3-Bromo-N-indan-2-yl-2-(methoxymethyl)pyrazolo[1,5-a]pyrimidine-7-carboxamide